C1=CC=CC=2C3=CC=CC=C3N(C12)C=1C=C(C=CC1)C1=COC2=C1C=CC=C2 3-(3-(9H-carbazol-9-yl)phenyl)benzofuran